2-(6-(((1S,3S,5R,7S)-7-fluoro-1-methyl-8-azabicyclo[3.2.1]octan-3-yl)(methyl)amino)pyridazin-3-yl)-5-(1H-imidazol-1-yl)phenol F[C@H]1C[C@H]2C[C@@H](C[C@@]1(N2)C)N(C2=CC=C(N=N2)C2=C(C=C(C=C2)N2C=NC=C2)O)C